[Na].OC1=C(C=CC=C1)C(CS(=O)C1=CC=CC=C1)=O 1-(2-hydroxyphenyl)-2-(phenylsulfinyl)ethan-1-one Sodium